2-(2-(2-oxoimidazolidin-1-yl)ethoxy)-1-naphthonitrile oxide O=C1N(CCN1)CCOC1=C(C2=CC=CC=C2C=C1)C#[N+][O-]